3-hydroxy-N-(pyridin-3-yl)thiophene-2-carboxamide OC1=C(SC=C1)C(=O)NC=1C=NC=CC1